2-chloro-5-(trifluoromethyl)isonicotinamide ClC=1C=C(C(=O)N)C(=CN1)C(F)(F)F